O=C1NC(C=C1)=O 2,5-dihydro-2,5-dioxo-pyrrole